4-bromo-2-chloro-5-oxazol-2-yl-phenol BrC1=CC(=C(C=C1C=1OC=CN1)O)Cl